C1(CCCCC1)OC1(C(CC2=CC=CC(=C12)SC(F)(F)F)(F)F)O (cyclohexyloxy)-2,2-difluoro-7-(trifluoromethylsulfanyl)-2,3-dihydro-1H-inden-1-ol